4-(3-Ethyl-4-methyl-5-oxo-4,5-dihydro-1H-1,2,4-triazol-1-yl)-5-fluoro-N-(6-methyl-1H-indazol-5-yl)-2-[(1S)-1-phenylethoxy]benzamide C(C)C1=NN(C(N1C)=O)C1=CC(=C(C(=O)NC=2C=C3C=NNC3=CC2C)C=C1F)O[C@@H](C)C1=CC=CC=C1